C(C)(C)(C)OC(=O)N1CC(CC1)=O N-tert-butoxycarbonyl-(R)-3-pyrrolidone